ClC=1C=C(O[C@@H]2C(NCC2)=O)C=CC1C=1N(C2=NC=NC(=C2N1)OC1(CC1)C)CC1=NC=CC(=C1)C (S)-3-(3-chloro-4-(6-(1-methylcyclopropoxy)-9-((4-methylpyridin-2-yl)methyl)-9H-purin-8-yl)phenoxy)pyrrolidin-2-one